N1=C(C(=CC=C1)[2H])[2H] pyridin-2,3-d